2-ethoxy-2-methylpropan-1-ol C(C)OC(CO)(C)C